2-[7-[(1R,3R)-3-hydroxycyclopentyl]-5,6-dihydropyrrolo[2,3-c]pyridazin-3-yl]-3-methyl-5-(trifluoromethyl)phenol O[C@H]1C[C@@H](CC1)N1CCC2=C1N=NC(=C2)C2=C(C=C(C=C2C)C(F)(F)F)O